FC1=CC=C(C=N1)[C@@H]1N(C[C@H](CC1)C)C(C(=O)NC=1C=C(C=NC1)C(=O)N)=O |r| rac-5-{2-[(2R,5S)-2-(6-Fluoropyridin-3-yl)-5-methylpiperidin-1-yl]-2-oxoacetamido}pyridine-3-carboxamide